O-((5,5-dimethyltetrahydrofuran-3-yl) methyl) hydrazinethiocarboxylate N(N)C(OCC1COC(C1)(C)C)=S